C(\C=C\CCC)OC1=CC=C(C=C1)[C@H](CC(=O)O)C#CC (3S)-3-{4-[(2E)-hex-2-en-1-yloxy]phenyl}hex-4-ynoic acid